3-Bromo-6,6-difluoro-2-(4-fluorophenyl)-4,5,6,7-tetrahydropyrazolo[1,5-a]pyridine BrC=1C(=NN2C1CCC(C2)(F)F)C2=CC=C(C=C2)F